FC(C=1C=C(C=C(C1)C(F)(F)F)C1=CC(=CC=C1)C(C(=O)N1CC2=C(CCC1)N=C(NC2=O)C2(CC2)C2=CC=CC=C2)O)(F)F 6-(2-(3',5'-bis(trifluoromethyl)-[1,1'-biphenyl]-3-yl)-2-hydroxyacetyl)-2-(1-phenylcyclopropyl)-3,5,6,7,8,9-hexahydro-4H-pyrimido[5,4-c]azepin-4-one